CC1(OC[C@H](O1)CN1CCC(CC1)NC1=C2C=C(N(C2=CC=C1)CC(F)(F)F)C#CCNC1=C(C=C(C=C1)S(=O)(=O)N)OC)C 4-[(3-{4-[(1-{[(4R)-2,2-dimethyl-1,3-dioxolan-4-yl]methyl}piperidin-4-yl)amino]-1-(2,2,2-trifluoroethyl)-1H-indol-2-yl}prop-2-yn-1-yl)amino]-3-methoxybenzene-1-sulfonamide